C1(=CC=CC=C1)NC(CC(O)(C(=O)O)CC(=O)O)=O N-phenyl-citric acid amide